(S)-2-(azepan-3-ylamino)-4-(1H-indol-3-yl)pyrimidine-5-carbonitrile N1C[C@H](CCCC1)NC1=NC=C(C(=N1)C1=CNC2=CC=CC=C12)C#N